FC=1C=C(C=CC1C(=O)O)C1=CC=C(C=C1)NC([C@@H]1N(CCC1)C(NC1=CC=C(C=C1)C(C)C)=O)=O 3-fluoro-4'-[(1-{[4-(propan-2-yl)phenyl]carbamoyl}-D-prolyl)amino][1,1'-biphenyl]-4-carboxylic acid